(2S)-2-[(2,2-dimethylpyrrolidine-1-carbonyl)amino]-4-[2-phenoxyethyl-[4-(5,6,7,8-tetrahydro-1,8-naphthyridin-2-yl)butyl]amino]butanoic acid CC1(N(CCC1)C(=O)N[C@H](C(=O)O)CCN(CCCCC1=NC=2NCCCC2C=C1)CCOC1=CC=CC=C1)C